COC1=C(C=C2C(=NC=NC2=C1)NC1=NC=CC(=N1)N1CCOCC1)C(C(=O)N)CCCCCC(=O)N (7-methoxy-4-((4-morpholinylpyrimidin-2-yl)amino)quinazolin-6-yl)octanediamide